ClC1=CC=C(C(=NO)N)C=C1 4-chloro-N'-hydroxybenzamidine